BrC1=C(C=C(C(=O)OC)C=C1)C1OCCO1 methyl 4-bromo-3-(1,3-dioxolan-2-yl)benzoate